3-methyl-3,6,7-triazabicyclo[3.2.1]octane CN1CC2NNC(C1)C2